ClC1=NC2=C(C=CC=C2C(=N1)NCC=1OC=CC1)OCC1CN(C(O1)=O)CCOCCNC(OC(C)(C)C)=O tert-butyl [2-(2-{5-[({2-chloro-4-[(furan-2-ylmethyl)amino]quinazolin-8-yl}oxy)methyl]-2-oxo-1,3-oxazolidin-3-yl}ethoxy)ethyl]carbamate